1-[6-[6-[(3aS,6aS)-6-oxo-2,3,3a,4,5,6a-hexahydropyrrolo[2,3-c]pyrrol-1-yl]benzimidazol-1-yl]-3-(1-hydroxyethyl)-2-pyridyl]-5-methyl-pyrazole-3-carbonitrile O=C1NC[C@H]2[C@@H]1N(CC2)C=2C=CC1=C(N(C=N1)C1=CC=C(C(=N1)N1N=C(C=C1C)C#N)C(C)O)C2